FC1=C(C=CC=C1F)[C@@H]1N(OCC1)C1=CC(=NC=N1)NC=1C(=CC(=C(C1)NC(C=C)=O)N1CCC(CC1)N1C[C@@H](N(CC1)C)C)OC N-(5-((6-((R)-3-(2,3-difluorophenyl)-isoxazolidine-2-yl)pyrimidine-4-yl)amino)-2-(4-((S)-3,4-dimethylpiperazine-1-yl)piperidine-1-yl)-4-methoxyphenyl)acrylamide